ClC=1C(=NC=C(C(=O)N(C)C2COCC=3NC(C=4C=C(C(=CC4C32)F)F)=O)C1)C(F)(F)F 5-chloro-N-(8,9-difluoro-6-oxo-1,4,5,6-tetrahydro-2H-pyrano[3,4-c]isoquinolin-1-yl)-N-methyl-6-(trifluoromethyl)nicotinamide